(S)-2-(7-(3-methyl-1H-pyrrolo[2,3-b]pyridin-5-yl)-2-(methylsulfonyl)-1,2,3,4-tetrahydroisoquinolin-5-yl)pyrrolidin CC1=CNC2=NC=C(C=C21)C2=CC(=C1CCN(CC1=C2)S(=O)(=O)C)[C@H]2NCCC2